4-(3,4-Dihydro-2H-pyran-5-yl)morpholine O1CCCC(=C1)N1CCOCC1